NC1=CC=C(OC2=CC(=C(C=C2)N)C)C=C1 4-(4-aminophenoxy)-2-methylbenzenamine